benzhydrylamine C(C1=CC=CC=C1)(C1=CC=CC=C1)N